2-methyl-9-oxo-11-{4-[(1-oxohexadecyl) oxy] butyl}-2,8-diaza-5,10-dioxapentadecan-15-yl hexadecanoate C(CCCCCCCCCCCCCCC)(=O)OCCCCC(OC(NCCOCCN(C)C)=O)CCCCOC(CCCCCCCCCCCCCCC)=O